(E)-1-(2-Chlorophenyl)-3-(dimethylamino)-2-[(6-methyl-3-pyridyl)oxy]prop-2-en-1-one ClC1=C(C=CC=C1)C(/C(=C\N(C)C)/OC=1C=NC(=CC1)C)=O